ClC=1C=C(O[C@H]2CN(CC2)C(C(=O)OC)(CC)CC)C=CC1 methyl 2-[(3R)-3-(3-chlorophenoxy) pyrrolidin-1-yl]-2-ethylbutyrate